(2R,3S,4R,5R)-5-(4-(((acetoxymethoxy)carbonyl)amino) pyrrolo[2,1-f][1,2,4]triazin-7-yl)-5-cyano-2-((2-cyclohexylacetoxy)methyl)-4-hydroxytetrahydrofuran-3-yl L-valinate N[C@@H](C(C)C)C(=O)O[C@@H]1[C@H](O[C@@]([C@@H]1O)(C#N)C1=CC=C2C(=NC=NN21)NC(=O)OCOC(C)=O)COC(CC2CCCCC2)=O